2-(4-bromophenyl)-N-(1-(3-methoxypropyl)-3-(trifluoromethyl)-1H-pyrazol-4-yl)pyrimidin-4-amine BrC1=CC=C(C=C1)C1=NC=CC(=N1)NC=1C(=NN(C1)CCCOC)C(F)(F)F